C(C1=CC=CC=C1)OC(N(OC)CCN(C)C(=O)OC1=C2CN(C(C2=CC=C1CNC(=O)NC1=CC(=C(C=C1)C)C(C)C)=O)C1C(NC(CC1)=O)=O)=O benzyl(2-((((2-(2,6-dioxopiperidin-3-yl)-5-((3-(3-isopropyl-4-methylphenyl)ureido)methyl)-1-oxoisoindolin-4-yl)oxy)carbonyl)(methyl)amino)ethyl)(methoxy)carbamate